[Se]1C(=NC=C1)N Selenazol-2-amine